2-Methyl-4'-methylsulfanyl-2-morpholinophenone CC1(CNCCO1)C(=O)C1=CC=C(C=C1)SC